C(C1=CC=CC=C1)N1CC(OCC1)COC1=C(C=CC=C1)OCC 4-benzyl-2-((2-ethoxyphenoxy)methyl)morpholine